4-chloro-5-(2-methoxyethyl)-5,8-dihydropteridin-7(6H)-one ClC1=NC=NC=2NC(CN(C12)CCOC)=O